(S)-N-(2-fluoro-3-chlorophenyl)-4-((1-((4-chlorophenyl)amino)-1-oxopropan-2-yl)oxy)benzamide FC1=C(C=CC=C1Cl)NC(C1=CC=C(C=C1)O[C@H](C(=O)NC1=CC=C(C=C1)Cl)C)=O